3-((3-amino-5-(4-(aminomethyl)-4-methylpiperidin-1-yl)pyrazin-2-yl)thio)-2-chloro-N-(methylsulfonyl)benzamide NC=1C(=NC=C(N1)N1CCC(CC1)(C)CN)SC=1C(=C(C(=O)NS(=O)(=O)C)C=CC1)Cl